3-methyl-4-amino-N-ethyl-N-(sulphoethyl)aniline CC=1C=C(N(CCS(=O)(=O)O)CC)C=CC1N